C[C](F)Cl methyl-chlorofluorocarbon